phenoxyglycerylether O(C1=CC=CC=C1)C(C(O)CO)OC(C(O)CO)OC1=CC=CC=C1